Trans-rac-2-methyl-3-(4-methyl-4H-1,2,4-triazol-3-yl)azetidine-1-carboxylic acid C[C@@H]1N(C[C@H]1C1=NN=CN1C)C(=O)O |r|